C(C)(C)[C@@H]1[C@H](C1)C=1C=2N(N=C(C1)C=1C(NC(NC1)=O)=O)C=NC2C 5-(4-((1S,2R)-2-isopropylcyclopropyl)-5-methyl-Imidazo[1,5-b]pyridazin-2-yl)pyrimidine-2,4(1H,3H)-dione